N-(4-bromo-2-cyclopropylphenyl)-N-(5-methylpyridin-2-yl)prop-2-enamide BrC1=CC(=C(C=C1)N(C(C=C)=O)C1=NC=C(C=C1)C)C1CC1